Methyl 4-bromo-1H-benzo-[d]imidazole-6-carboxylate BrC1=CC(=CC=2NC=NC21)C(=O)OC